ClC1=CC=C(C=C1)C=1N=C2N(C=CC=C2)C1 2-(4-chlorophenyl)imidazo[1,2-a]pyridine